6-methoxy-3,4-dihydro-2H-benzo[b][1,4]oxazine-7-carboxylic acid COC1=CC2=C(OCCN2)C=C1C(=O)O